1-[4-[7-(3-amino-2,6-naphthyridin-1-yl)-6-chloro-quinazolin-4-yl]piperazin-1-yl]prop-2-en-1-one NC=1N=C(C2=CC=NC=C2C1)C1=C(C=C2C(=NC=NC2=C1)N1CCN(CC1)C(C=C)=O)Cl